Tert-butyl (S)-1-((1-(4-(methoxycarbonyl)phenyl)ethyl)carbamoyl)-2-azabicyclo[2.1.1]hexane-2-carboxylate COC(=O)C1=CC=C(C=C1)[C@H](C)NC(=O)C12N(CC(C1)C2)C(=O)OC(C)(C)C